3-ethyl-3-((2-ethylhexyloxy)methyl)oxetane helium [He].C(C)C1(COC1)COCC(CCCC)CC